4-bromo-2-(2-nitro-1-propen-1-yl)-thiophene BrC=1C=C(SC1)C=C(C)[N+](=O)[O-]